CC1=NOC(=C1C1=CC(=NC=C1)O[C@H]1CN(CC1)C1=C(C(NN=C1)=O)C#N)C (R)-5-(3-((4-(3,5-dimethyl-isoxazol-4-yl)pyridin-2-yl)oxy)pyrrolidin-1-yl)-3-oxo-2,3-dihydropyridazine-4-carbonitrile